CCCCCCCCCCCCCCCCC=CCCCCCCCCCCCCCCCCC 17-Pentatriacontene